FC(OC[C@H]1N(C[C@H](C1)OC1=CC=C(C=C1)C(F)(F)F)C=1OC=C(N1)C(=O)O)F 2-((2S,4S)-2-((difluoromethoxy)methyl)-4-(4-(trifluoromethyl)phenoxy)pyrrolidin-1-yl)oxazole-4-carboxylic acid